Methyl (4-(2-((3S,8aR)-7-(3-chloro-2-fluoro-6-(1H-tetrazol-1-yl)phenyl)-5-oxo-1,2,3,5,8,8a-hexahydroindolizin-3-yl)-1H-imidazol-5-yl)pyridin-2-yl)carbamate ClC=1C(=C(C(=CC1)N1N=NN=C1)C1=CC(N2[C@@H](CC[C@@H]2C1)C=1NC(=CN1)C1=CC(=NC=C1)NC(OC)=O)=O)F